1-O-hexylglycerol C(CCCCC)OCC(O)CO